5-methoxy-N-(1-(methylsulfonyl)piperidin-4-yl)-2,6-naphthyridin-3-amine COC1=C2C=C(N=CC2=CC=N1)NC1CCN(CC1)S(=O)(=O)C